ClC1=CC=C2C=NNC2=C1C(=O)N1CC=2C(CCC1)=NNC2 (6-Chloro-1H-indazol-7-yl)(2,6,7,8-tetrahydropyrazolo[4,3-c]azepin-5(4H)-yl)methanone